CC=1C=CC(=NC1N1CCC2(CN(C2)C)CC1)C(=O)OC methyl 5-methyl-6-{2-methyl-2,7-diazaspiro[3.5]nonan-7-yl}pyridine-2-carboxylate